β-Butyl Acrylate C(C=C)(=O)OC(C)CC